1-(2-hydroxyPhenyl)-3-(2-methoxy-4-nitrophenyl)thiourea OC1=C(C=CC=C1)NC(=S)NC1=C(C=C(C=C1)[N+](=O)[O-])OC